C(C)OC(=O)C1=C(C(=C(C=C1)SCC(=O)O)C=O)C 2-((4-(ethoxycarbonyl)-2-formyl-3-methylphenyl)thio)acetic acid